CC(CC(CO)O)(C)O 4-methyl-1,2,4-pentanetriol